[5-{[2-(4-Chlorophenyl)imidazo[1,2-a]pyridin-3-yl]methyl}hexahydropyrrolo[3,4-c]pyrrol-2(1H)-yl](6-methoxypyridin-2-yl)methanone ClC1=CC=C(C=C1)C=1N=C2N(C=CC=C2)C1CN1CC2C(C1)CN(C2)C(=O)C2=NC(=CC=C2)OC